pyrene-1,3,6,8-tetra-formaldehyde C1(=CC(=C2C=CC=3C(=CC(=C4C=CC1=C2C34)C=O)C=O)C=O)C=O